hexylsuccinic acid diethyl ester C(C)OC(C(CC(=O)OCC)CCCCCC)=O